2-(chloromethyl)-5-[1-methyl-4-(trifluoromethyl)imidazol-2-yl]pyridine ClCC1=NC=C(C=C1)C=1N(C=C(N1)C(F)(F)F)C